C(C\C=C/CC)OC/C=C/C1=CC(=C(C=C1)O)OC (E)-4-(3-(((Z)-hex-3-en-1-yl)oxy)prop-1-en-1-yl)-2-methoxyphenol